4-(4-bromo-2-ethylphenyl)-1-methylpiperidine BrC1=CC(=C(C=C1)C1CCN(CC1)C)CC